O=C1N(C(C2=CC=CC=C12)=O)CCCCC=O 5-(1,3-dioxoisoindolin-2-yl)valeraldehyde